5-bromo-6-chloro-indolyl phosphate disodium salt [Na+].[Na+].P(=O)(OC=1NC2=CC(=C(C=C2C1)Br)Cl)([O-])[O-]